1-(4-thiophenyl-phenyl)-(3-cyclohexyl)-propane S1C(=CC=C1)C1=CC=C(C=C1)C(CC)C1CCCCC1